C(CCCCCCC(=O)OCC)(=O)OCC suberic acid, diethyl ester